ClC1=C(C=C(C(=C1)F)C=1C2=C(N=CN1)C=C(S2)N2CCOCC2)C(C(=O)N)C2=NC=CN=C2C 2-[2-Chloro-4-fluoro-5-(6-morpholin-4-yl-thieno[3,2-d]-pyrimidin-4-yl)-phenyl]-2-(3-methyl-pyrazin-2-yl)-acetamide